FC=1C(=NC(=NC1)NC1=CC(=CC=C1)N1CCN(CC1)C1CCN(CC1)C)N1C=C(C2=CC=CC=C12)C(=O)N 1-(5-fluoro-2-{3-[4-(1-methyl-piperidin-4-yl)-piperazin-1-yl]-phenylamino}-pyrimidin-4-yl)-1H-indole-3-carboxylic acid amide